C(C)(=O)N1CC(C1)NC1=NC=C(C(=N1)C1=CC=C2CN(C(C2=C1)=O)CC(N1CC2=CC=CC=C2CC1)=O)Cl 6-{2-[(1-acetylazetidin-3-yl)amino]-5-chloropyrimidin-4-yl}-2-[2-oxo-2-(1,2,3,4-tetrahydroisoquinolin-2-yl)ethyl]-2,3-dihydro-1H-isoindol-1-one